5-[[6-fluoro-2-(4-methyl-1,2,5-thiadiazol-3-yl)benzimidazol-1-yl]methyl]pyridine-2-carbonitrile FC=1C=CC2=C(N(C(=N2)C2=NSN=C2C)CC=2C=CC(=NC2)C#N)C1